COC(C1=CN=C(C(=C1)F)OC1=CC=C(C=C1)CCCC)=O.COCC1=NC(=CC(=N1)N1CC2(C=3C=NC(=CC31)NC(C)=O)CC2)C N-(1'-(2-(methoxymethyl)-6-methylpyrimidin-4-yl)-1',2'-dihydrospiro[cyclopropane-1,3'-pyrrolo[3,2-c]pyridin]-6'-yl)acetamide methyl-6-(4-butylphenoxy)-5-fluoronicotinate